BrC1=CC(=NC=C1)CNCC=1C(N(C2=CC(=CC=C2C1)Cl)CCOC1=CC=CC=C1)=O 3-((((4-bromopyridin-2-yl)methyl)amino)methyl)-7-chloro-1-(2-phenoxyethyl)quinolin-2(1H)-one